[(Z)-2-methoxycarbonyl-3-(4-methylphenyl)prop-2-enyl]-phosphonic acid COC(=O)/C(/CP(O)(O)=O)=C/C1=CC=C(C=C1)C